C(C(O)C)(=O)[O-].C(CCCCCCC)N1C=[N+](C=C1)CCCCCCCC 1,3-dioctylimidazolium lactate